rac-N-((4R,5R)-7-ethyl-4-(4-fluorophenyl)-3-(hydroxymethyl)-6-oxo-1-(tetrahydro-2H-pyran-4-yl)-4,5,6,7-tetrahydro-1H-pyrazolo[3,4-b]pyridin-5-yl)-3-(trifluoromethyl)benzamide C(C)N1C2=C([C@H]([C@H](C1=O)NC(C1=CC(=CC=C1)C(F)(F)F)=O)C1=CC=C(C=C1)F)C(=NN2C2CCOCC2)CO |r|